4-((hydroxy((5-methyl-2-oxo-1,3-dioxol-4-yl)methoxy)phosphoryl)methyl)-5-((5-methyl-2-oxo-1,3-dioxol-4-yl)methoxy)-5-oxopentanoic acid OP(=O)(OCC=1OC(OC1C)=O)CC(CCC(=O)O)C(=O)OCC=1OC(OC1C)=O